ClC1=CC(=C(C=C1)C1OC(=C(C1=O)O)N)F 2-(4-chloro-2-fluorophenyl)-5-amino-4-hydroxy-3(2H)-furanone